1,3-dihydroxypropan-2-yl (Z)-hexadeca-9,15-dienoate C(CCCCCCC\C=C/CCCCC=C)(=O)OC(CO)CO